C[C@H]1[C@@H]2CCN(C[C@@H]2CCC1)C(C(=O)NC=1C=C(C=NC1)C(=O)N)=O 5-[[2-[(4aS,5R,8aR)-5-methyl-3,4,4a,5,6,7,8,8a-octahydro-1H-isoquinolin-2-yl]-2-oxo-acetyl]amino]pyridine-3-carboxamide